3-(4-methylbenzyl)thiazolidin-2-one ethyl-7-bromo-4-chloro-6-methyl-pyrazolo[1,5-a]pyrazine-2-carboxylate C(C)OC(=O)C1=NN2C(C(=NC(=C2Br)C)Cl)=C1.CC1=CC=C(CN2C(SCC2)=O)C=C1